F[C@H]1[C@H](C1)C(=O)NC1=NC=C2C=C(C=3N(C2=C1)C(=CN3)C)C=3C=NC(=CC3C)[C@@H](CCC)O (1R,2R)-2-fluoro-N-(4-{6-[(1R)-1-hydroxybutyl]-4-methylpyridin-3-yl}-1-methylimidazo[1,2-a]1,6-naphthyridin-8-yl)cyclopropane-1-carboxamide